(2R,4R)-4-amino-N2-(5-((+)-1-amino-1-(3-cyanophenyl)-3-cyclopropylpropyl)-2-fluorophenyl)-N1-(4-chlorophenyl)pyrrolidine-1,2-dicarboxamide N[C@@H]1C[C@@H](N(C1)C(=O)NC1=CC=C(C=C1)Cl)C(=O)NC1=C(C=CC(=C1)C(CCC1CC1)(C1=CC(=CC=C1)C#N)N)F